N1,N1-dimethyl-N4-(2-(methyl(piperidin-4-yl)amino)phenyl)benzene-1,4-disulfonamide CN(S(=O)(=O)C1=CC=C(C=C1)S(=O)(=O)NC1=C(C=CC=C1)N(C1CCNCC1)C)C